(1S,2R)-1-hydroxy-8-iodo-1,2,3,4-tetrahydronaphthalen-2-yl carbamate C(N)(O[C@H]1[C@H](C2=C(C=CC=C2CC1)I)O)=O